(S)-(1-(3-(3-chloro-4-cyanophenyl)-1H-pyrazol-1-yl)propan-2-yl)carbamic acid tert-butyl ester C(C)(C)(C)OC(N[C@H](CN1N=C(C=C1)C1=CC(=C(C=C1)C#N)Cl)C)=O